N-Methyl-N-propyl-piperidinium-bis(trifluoromethylsulfonyl)imid [N-](S(=O)(=O)C(F)(F)F)S(=O)(=O)C(F)(F)F.C[N+]1(CCCCC1)CCC